N1=C(C=NC=C1)[C@@H](C)NC(=O)C1CNCCC1 piperidine-3-carboxylic acid ((R)-1-pyrazin-2-yl-ethyl)-amide